C(C)C1=CN=C(NC1=O)C1=CC(CC1)N1[C@@H]2CN([C@H](C1)C2)C=2C=CC(=NC2F)C(=O)NC 5-((1S,4S)-5-(3-(5-ethyl-6-oxo-1,6-dihydropyrimidin-2-yl)cyclopent-2-en-1-yl)-2,5-diazabicyclo[2.2.1]heptan-2-yl)-6-fluoro-N-methylpicolinamide